1,1,2-ethanetricarboxylic acid triethyl ester C(C)OC(=O)C(CC(=O)OCC)C(=O)OCC